C(CCC)[C@H]1CS(C2=C(N(C1)C1=CC=CC=C1)C=C(C(=C2)OCCC(=O)O)SC)(=O)=O |r| racemic-3-((3-butyl-7-(methylthio)-1,1-dioxido-5-phenyl-2,3,4,5-tetrahydro-1,5-benzothiazepin-8-yl)oxy)propanoic acid